4-(4-dimethylaminobutyl)-[1,3]-dioxan CN(CCCCC1OCOCC1)C